C(C(C)C)C12C3C(C(C=C1)C2)C(=O)OC3=O isobutyl-5-norbornene-2,3-dicarboxylic anhydride